N[C@H]1CN(CCC1)C1=C2C(=NC=C1)N(C(=N2)C2=CC(=C(C#N)C=C2)F)C2=CC=C(C=C2)C#N (R)-4-(7-(3-aminopiperidine-1-yl)-3-(4-cyanophenyl)-3H-imidazo[4,5-b]pyridine-2-yl)-2-fluorobenzonitrile